C(C1=CC=CC=C1)OC[C@@]1(C(C1)(F)F)CO (S)-(1-((benzyloxy)methyl)-2,2-difluorocyclopropyl)methanol